diButyl ether C(CCC)OCCCC